N1(C=NC=C1)C=1C=C(C=CC1)N1C(C=C(C2=C1N=C(N=C2)NC2=C(C=C(C=C2)N2CCN(CC2)C(CC21CC3CC(CC(C2)C3)C1)=O)OC)C)=O 8-(3-(1H-imidazol-1-yl)phenyl)-2-((4-(4-(2-((3R,5R,7R)-adamantan-1-yl)Acetyl)piperazine-1-yl)-2-methoxyphenyl)amino)-5-methylpyrido[2,3-d]pyrimidin-7(8H)-one